3-(1-oxo-5-(((1S,2R)-2-(3-(quinolin-4-yl)azetidin-1-yl)-cyclohexyl)oxy)isoindolin-2-yl)piperidine-2,6-dione O=C1N(CC2=CC(=CC=C12)O[C@@H]1[C@@H](CCCC1)N1CC(C1)C1=CC=NC2=CC=CC=C12)C1C(NC(CC1)=O)=O